[Hf].[Co].[B] Boron-cobalt-hafnium